C[C@@H]1OCCN(C1)C1=NC=2N(C=C1)N=CC2C(=O)N 5-((S)-2-methylmorpholino)pyrazolo[1,5-a]pyrimidine-3-carboxamide